((1S,4S)-5-(3-(6-((R)-3-Methylpiperazin-1-yl)pyridin-3-yl)-1H-pyrazolo[4,3-d]pyrimidin-5-yl)-2,5-diazabicyclo[2.2.1]heptan-2-yl)(pyrrolidin-1-yl)methanone C[C@@H]1CN(CCN1)C1=CC=C(C=N1)C1=NNC2=C1N=C(N=C2)N2[C@@H]1CN([C@H](C2)C1)C(=O)N1CCCC1